C(C(C)C)C1=CC(=C(C#N)C=C1)CN1CCN(CC1)CC=1N=NC=CC1 4-isobutyl-2-[[4-(pyridazin-3-ylmethyl)piperazin-1-yl]methyl]benzonitrile